6-(4-fluorophenyl)-3-(1-(2-(2-methoxyethoxy)ethyl)-1H-pyrazol-4-yl)-5-(4-methylquinazolin-6-yl)pyridin-2-amine FC1=CC=C(C=C1)C1=C(C=C(C(=N1)N)C=1C=NN(C1)CCOCCOC)C=1C=C2C(=NC=NC2=CC1)C